2-bromo-3-(3-fluoropyridin-2-yl)pyrazine BrC1=NC=CN=C1C1=NC=CC=C1F